C(C#C)C1(C2=NCN([C@H]3[C@H](O)[C@H](O)[C@@H](CO)O3)C2=NC=N1)N 6-propargyl-adenosine